Cl.ClC=1C=C2CC(CC2=CC1)N 5-chloro-2,3-dihydro-1H-inden-2-amine hydrochloride